(diphenylmethyleneamino)-7-fluoro-heptanoic acid ethyl ester C(C)OC(C(CCCCCF)N=C(C1=CC=CC=C1)C1=CC=CC=C1)=O